((4-hydroxy-1-((R)-3-phenylbutyryl)piperidin-4-yl)methyl)-7-(2-(methylamino)Phenyl)-2,3-dihydro-1H-inden-5-yl-imidazo[2,1-f][1,2,4]Triazin-4(3H)-one hydrochloride Cl.OC1(CCN(CC1)C(C[C@@H](C)C1=CC=CC=C1)=O)CN1C(=NN2C(C1=O)=NC=C2)C=2C=C1CCCC1=C(C2)C2=C(C=CC=C2)NC